C(C)(C)NC1=NC=NC(=C1)N N4-isopropyl-pyrimidine-4,6-diamine